BrC=1C(=CC=[N+](C1)C(=O)O)OC 5-bromo-4-methoxypyridiniumcarboxylic acid